CN(C1=NC=2N(C3=CC(=CC=C13)C#CC1=CC=CC=C1)C=NN2)C2=CC=CC=C2 N-methyl-N-phenyl-8-(phenylethynyl)-[1,2,4]triazolo[4,3-a]quinazolin-5-amine